N-(7-chloro-6-(4-(3-fluoroazetidin-1-yl)cyclohexyl)isoquinolin-3-yl)-2-(1-methyl-1H-pyrazol-4-yl)cyclopropane-1-carboxamide ClC1=C(C=C2C=C(N=CC2=C1)NC(=O)C1C(C1)C=1C=NN(C1)C)C1CCC(CC1)N1CC(C1)F